C[C@@H]1O[C@H](CN(C1)C1=NC2=C(N1C(=O)NCCC(C)C)C=CC=C2)C ((2S,6S)-2,6-Dimethylmorpholino)-N-iso-pentyl-1H-benzo[d]imidazole-1-carboxamide